OC(COC(CCO)C)C 3-(2-hydroxypropoxy)butanol